N1=CN=C2NC=NC2=C1NCC=1C=C(C=CC1)O 3-[(9H-purin-6-ylamino)methyl]Phenol